tert-butyl 4-(2-(5-(difluoromethyl)-3-(ethoxycarbonyl)-1H-pyrazol-1-yl)acetyl)piperazine-1-carboxylate FC(C1=CC(=NN1CC(=O)N1CCN(CC1)C(=O)OC(C)(C)C)C(=O)OCC)F